C(C)(C)C1=C(C=C(C=C1)C)OC=C(C1=CC=CC=C1)OC 1-isopropyl-2-((2-methoxy-2-phenylvinyl)oxy)-4-methylbenzene